C(C)(=O)OCC1=[N+](C=CC=C1C)[O-] (3-Methyl-1-oxido-pyridin-1-ium-2-yl)methyl acetate